C(C)(C)(C)OC(=O)N(C1CC2(C1)CCC(CC2)C(=O)O)C 2-((tert-butoxycarbonyl)(methyl)amino)spiro[3.5]nonane-7-carboxylic acid